2-piperazinyl-acetonitrile N1(CCNCC1)CC#N